N1CC1C#N aziridine-3-carbonitrile